2-(5-bromo-2-chloro-pyridine-3-carbonyl)-3-(dimethylamino)prop-2-enoic acid ethyl ester C(C)OC(C(=CN(C)C)C(=O)C=1C(=NC=C(C1)Br)Cl)=O